3,7-dibromo-10-ethylphenothiazine 5,5-dioxide BrC=1C=CC=2N(C3=CC=C(C=C3S(C2C1)(=O)=O)Br)CC